FC1=C(C=CC(=C1)C)S(=O)(=O)C=1N=NN2C1NC(C1=CC=C(C=C21)OC)=O 3-(2-fluoro-4-methyl-phenyl)sulfonyl-8-methoxy-4H-triazolo[1,5-a]quinazolin-5-one